C(#N)C1=CC=C2N(CCN(C2=C1)C1=C2C=C(C(N(C2=CC(=C1)OCC(=O)OC(C)(C)C)C)=O)C)C tert-butyl 2-((5-(7-cyano-4-methyl-3,4-dihydroquinoxalin-1(2H)-yl)-1,3-dimethyl-2-oxo-1,2-dihydroquinolin-7-yl)oxy)acetate